O[C@H]1[C@H](NC2=C(NC1=O)N=CC(=C2)/C=C/C(=O)O)C (E)-3-((2R,3S)-3-Hydroxy-2-methyl-4-oxo-2,3,4,5-tetrahydro-1H-pyrido[2,3-b][1,4]diazepin-8-yl)acrylic acid